2-chloro-5-fluoroisophthalonitrile ClC1=C(C#N)C=C(C=C1C#N)F